N-[rac-(4S,5R)-4-(4-fluorophenyl)-1-(3-hydroxy-3-methyl-butyl)-3-methyl-6-oxo-5,7-dihydro-4H-pyrazolo[3,4-b]pyridine-5-yl]-3-(trifluoromethyl)benzamide FC1=CC=C(C=C1)[C@H]1C2=C(NC([C@@H]1NC(C1=CC(=CC=C1)C(F)(F)F)=O)=O)N(N=C2C)CCC(C)(C)O |r|